FC=1C=C(COC=2C=C(C3=C(CCO3)C2)C2(N(C(CC2)=O)C)C(=O)N)C=CC1F (5-((3,4-difluorobenzyl)oxy)-2,3-dihydrobenzofuran-7-yl)-1-methyl-5-oxopyrrolidine-2-carboxamide